4-(4-((5-cyclopropyl-3-(2,6-dichlorophenyl)isoxazol-4-yl)methoxy)piperidin-1-yl)benzoyl-hydrazine C1(CC1)C1=C(C(=NO1)C1=C(C=CC=C1Cl)Cl)COC1CCN(CC1)C1=CC=C(C(=O)NN)C=C1